hydroxy-1-isobutyl-2-oxo-1,2-dihydro-quinoline-3-carboxylic acid (4-pentanoyl-phenyl)-amide C(CCCC)(=O)C1=CC=C(C=C1)NC(=O)C=1C(N(C2=CC=CC=C2C1O)CC(C)C)=O